4-chloro-N-(1-cyano-2-methylcyclopropyl)-1-[(4-methoxyphenyl)methyl]indazole-6-sulfonamide ClC1=C2C=NN(C2=CC(=C1)S(=O)(=O)NC1(C(C1)C)C#N)CC1=CC=C(C=C1)OC